hexa(isopropyl)methyl-melamine C(C)(C)NC1(N(C(N(C(=N1)N)C(C)C)(N(C)C(C)C)C(C)C)C(C)C)C(C)C